(R)-N-(6-(4-((3R,4R)-4-((tert-butyldiphenylsilyl)oxy)-3-methyltetrahydrofuran-3-yl)piperazin-1-yl)-7-chloroisoquinolin-3-yl)-6-oxaspiro[2.5]octane-1-carboxamide [Si](C1=CC=CC=C1)(C1=CC=CC=C1)(C(C)(C)C)O[C@@H]1[C@](COC1)(C)N1CCN(CC1)C=1C=C2C=C(N=CC2=CC1Cl)NC(=O)[C@@H]1CC12CCOCC2